O=C1NN=CC=C1C#N 3-oxo-2,3-dihydropyridazin-4-carbonitrile